C[C@@]12C[C@H]([C@@H]([C@]1(CC(=O)[C@@]3([C@H]2CC=C4[C@H]3C=C(C(=O)C4(C)C)O[C@H]5[C@@H]([C@H]([C@@H]([C@H](O5)CO)O)O)O)C)C)[C@](C)(C(=O)C[C@@H](C(C)(C)O)OC)O)O The molecule is a triterpenoid saponin that is cucurbita-1,5-diene substituted by hydroxy groups at positions 16, 20 and 25, a methoxy group at position 24, oxo groups at positions 3, 11 and 22 and a beta-D-glucopyranosyloxy residue at position 2. It has been isolated from the roots of Machilus yaoshansis. It has a role as a plant metabolite. It is a beta-D-glucoside, a monosaccharide derivative, a triterpenoid saponin, a cucurbitacin and a tertiary alpha-hydroxy ketone.